Ethyl 1-(3-(7-fluorobenzofuran-5-yl)-6-(3,3,3-trifluoropropyl)pyrazin-2-yl)piperidine-4-carboxylate FC1=CC(=CC=2C=COC21)C=2C(=NC(=CN2)CCC(F)(F)F)N2CCC(CC2)C(=O)OCC